BrCC(=O)C1=C(C=CC=C1)OC 2-Bromo-1-(2-methoxyphenyl)ethan-1-one